2-ethoxy-2-oxoethyl 1-[2-chloro-5-(3,5-dimethyl-2,6-dioxo-4-sulfanylidene-1,3,5-triazinan-1-yl)-4-fluorophenoxy]cyclopropanecarboxylate ClC1=C(OC2(CC2)C(=O)OCC(=O)OCC)C=C(C(=C1)F)N1C(N(C(N(C1=O)C)=S)C)=O